FC1=CC=CC=2CN(CC(OC21)(C)C)C(=O)OC(C)(C)C Tert-Butyl 9-fluoro-2,2-dimethyl-2,3-dihydrobenzo[f][1,4]oxazepine-4(5H)-carboxylate